Diethyl 4-azidobut-1-ylphosphoramidate N(=[N+]=[N-])CCCCNP(OCC)(OCC)=O